2-(4-Nitrotetrahydropyran-4-yl)-1-phenyl-1-ethanone [N+](=O)([O-])C1(CCOCC1)CC(=O)C1=CC=CC=C1